COC1=CN=C(S1)NC(C(C)C=1C=C(C=NC1)C=1N=CC(=NC1)C(C(=O)N)=C)=O (5-(5-(1-((5-methoxythiazol-2-yl)amino)-1-oxopropan-2-yl)pyridin-3-yl)pyrazin-2-yl)acrylamide